(S)-2-(3-fluoro-2-methoxy-5-propylphenyl)-2-((R)-3-((5-(5,6,7,8-tetrahydro-1,8-naphthyridin-2-yl)pentyl)oxy)pyrrolidin-1-yl)acetic acid FC=1C(=C(C=C(C1)CCC)[C@@H](C(=O)O)N1C[C@@H](CC1)OCCCCCC1=NC=2NCCCC2C=C1)OC